(l)-3,3-dimethyl-3,4-dihydro-2H-thieno[3,4-b][1,4]dioxepine CC1(COC=2C(OC1)=CSC2)C